2-(4-((tetrahydrofuran-3-yl)oxy)phenyl)ethanol O1CC(CC1)OC1=CC=C(C=C1)CCO